tert-butyl 4-(4-chloro-5-((5-methyl-6'-(trifluoromethyl)-[3,3'-bipyridin]-6-yl)carbamoyl)-1H-pyrazol-1-yl)piperidine-1-carboxylate ClC=1C=NN(C1C(NC1=C(C=C(C=N1)C=1C=NC(=CC1)C(F)(F)F)C)=O)C1CCN(CC1)C(=O)OC(C)(C)C